C(C)(C)(C)C=1C=C(C=CC1)C(C(=O)N1CC2=C(CCC1)N=C(NC2=O)C2(CC2)C=2C=NC=C(C2)C2=CC=CC=C2)O 6-(2-(3-(tert-butyl)phenyl)-2-hydroxyacetyl)-2-(1-(5-phenylpyridin-3-yl)cyclopropyl)-3,5,6,7,8,9-hexahydro-4H-pyrimido[5,4-c]azepin-4-one